N-(5-((6-((R)-3-(3-ethynylphenyl)isoxazolidine-2-yl)pyrimidine-4-yl)amino)-4-methoxy-2-(4-(4-methylpiperazine-1-yl)piperidine-1-yl)phenyl)acrylamide C(#C)C=1C=C(C=CC1)[C@@H]1N(OCC1)C1=CC(=NC=N1)NC=1C(=CC(=C(C1)NC(C=C)=O)N1CCC(CC1)N1CCN(CC1)C)OC